NC1=NC=NC=2NC3=CC=C(C=C3C21)C(=O)NC 4-amino-N-methyl-9H-pyrimido[4,5-b]indole-6-carboxamide